1,2,4-trimethyl-1-pentene CC=C(CC(C)C)C